NC=1C=C(C=CC1)C(C)N α-(m-aminophenyl)ethylamine